FC=1C=CC(=NC1)C=1C=C2C(=NC=NC2=C(C1)OC1CCOCC1)NC(C)C1=NC(=NO1)C 6-(5-fluoro-2-pyridyl)-N-[1-(3-methyl-1,2,4-oxadiazol-5-yl)ethyl]-8-tetrahydropyran-4-yloxy-quinazolin-4-amine